3-(7-(4-((3,8-diazabicyclo[3.2.1]octan-3-yl)methyl)piperidin-1-yl)-1-methyl-1H-indazol-3-yl)piperidine-2,6-dione C12CN(CC(CC1)N2)CC2CCN(CC2)C=2C=CC=C1C(=NN(C21)C)C2C(NC(CC2)=O)=O